6-chloro-N-(6-(4-cyanophenyl)thiazolo[4,5-b]pyrazin-2-yl)-4-(2-ethynylphenyl)pyridine-3-Formamide ClC1=CC(=C(C=N1)C(=O)NC=1SC=2C(=NC=C(N2)C2=CC=C(C=C2)C#N)N1)C1=C(C=CC=C1)C#C